NC1=NC=CC(=N1)C1=C(N=C(S1)C(C)(C)C)C=1C(=C(C=CC1)NS(=O)(=O)C1=C(C=CC=C1F)F)F N-(3-(5-(2-aminopyrimidin-4-yl)-2-(tert-butyl)thiazol-4-yl)-2-fluorophenyl)-2,6-difluorobenzenesulfonamide